3,5-dichloro-N-(2-(4-(3,4-dichlorobenzyl)piperidin-1-yl)ethyl)benzamide ClC=1C=C(C(=O)NCCN2CCC(CC2)CC2=CC(=C(C=C2)Cl)Cl)C=C(C1)Cl